3-(2-(2,6-dioxopiperidin-3-yl)-1,3-dioxoisoindolin-5-yl)-3-azaspiro[5.5]undecane-9-formaldehyde O=C1NC(CCC1N1C(C2=CC=C(C=C2C1=O)N1CCC2(CC1)CCC(CC2)C=O)=O)=O